COC=1C=C(C=CC1OCC1=C(C=CC=C1)C)/C=C/C(=O)N1CCN(CC1)S(=O)(=O)C1=CC=C(C=C1)[N+](=O)[O-] (E)-3-(3-methoxy-4-(2-methylbenzyloxy)phenyl)-1-(4-((4-nitrophenyl)sulfonyl)piperazin-1-yl)prop-2-en-1-one